CN1N=CC(=C1)NC=1C=2N(C=CC1)C=CN2 8-((1-methyl-1H-pyrazol-4-yl)amino)imidazo[1,2-a]Pyridine